((S)-2-(((2R,3S,4R,5R)-5-(4-(cyclopentylamino)-6-(hydroxymethyl)-1H-pyrazolo[3,4-d]pyrimidin-1-yl)-3,4-dihydroxytetrahydrofuran-2-yl)methoxy)-1-hydroxypropan-2-yl)phosphonic acid C1(CCCC1)NC1=C2C(=NC(=N1)CO)N(N=C2)[C@H]2[C@@H]([C@@H]([C@H](O2)CO[C@@](CO)(C)P(O)(O)=O)O)O